COC1=CC=C(OC(C(=O)N2CCN(CC2)S(=O)(=O)C2=CC=C(C=C2)OC(F)(F)F)(C)C)C=C1 2-(4-methoxyphenoxy)-2-methyl-1-(4-((4-(trifluoromethoxy)phenyl)sulfonyl)piperazin-1-yl)propan-1-one